BrC=1SC(=C(N1)C1CC1)C(=O)OC methyl 2-bromo-4-cyclopropylthiazole-5-carboxylate